C(C(=C)C)(=O)OCCNC1=CC=CC=2C(C3=CC=CC=C3C(C12)=O)=O 2-((9,10-dioxo-9,10-dihydroanthracen-1-yl)amino)ethyl methacrylate